octadecyl-dimethyl-carboxylic acid C(CCCCCCCCCCCCCCCCC)CC(=O)OC